(R or S)-5-(2-(3-(2-(5-fluoro-thiophen-2-yl)ethyl)-3-(isobutoxy-methyl)pyrrolidin-1-yl)propan-2-yl)-2-methylpyridine FC1=CC=C(S1)CC[C@@]1(CN(CC1)C(C)(C)C=1C=CC(=NC1)C)COCC(C)C |o1:8|